Cl.Cl.ClC1=C(C2=C(SC3=C2N=CN=C3NCC3=CC=C(C=C3)S(=O)(=O)C)N=C1)C 8-chloro-9-methyl-N-[(4-methylsulfonylphenyl)methyl]pyrido[3',2':4,5]thieno[3,2-d]pyrimidin-4-amine dihydrochloride